CC1=C(C=C2C(=N1)NC(=N2)CCNC2=NC=CC1=CC=C(C=C21)C2=NOC(=N2)C)C(=O)OCC Ethyl 5-methyl-2-(2-{[7-(5-methyl-1,2,4-oxadiazol-3-yl)isoquinolin-1-yl]amino}ethyl)-3H-imidazo[4,5-b]pyridine-6-carboxylate